The molecule is a short-chain saturated fatty acid comprising ethane attached to the carbon of a carboxy group. It has a role as an antifungal drug. It is a short-chain fatty acid and a saturated fatty acid. It is a conjugate acid of a propionate. CCC(=O)O